5-chloro-N4-(4-fluorobenzyl)-N2-(5-(4-methylpiperazin-1-yl)pyridin-2-yl)pyrimidine-2,4-diamine ClC=1C(=NC(=NC1)NC1=NC=C(C=C1)N1CCN(CC1)C)NCC1=CC=C(C=C1)F